ClC=1C(=NC(=NC1C(F)(F)F)N1[C@H](CC1)C)N1CCN(CC1)CC(=O)N1CCNCC1 (S)-2-(4-(5-chloro-2-(2-methylazetidin-1-yl)-6-(trifluoromethyl)pyrimidin-4-yl)piperazin-1-yl)-1-(piperazin-1-yl)ethan-1-one